(1-ethylpyrazol-4-yl)methylamine C(C)N1N=CC(=C1)CN